manganese lithium manganese iron phosphate P(=O)([O-])([O-])[O-].[Fe+2].[Mn+2].[Li+].[Mn+2]